N-((1S)-1-(6-(2-(difluoromethyl)-6-fluorophenyl)-5-fluoro-1-neopentyl-1H-indol-3-yl)-2,2-difluoroethyl)cyclopropanesulfonamide FC(C1=C(C(=CC=C1)F)C1=C(C=C2C(=CN(C2=C1)CC(C)(C)C)[C@@H](C(F)F)NS(=O)(=O)C1CC1)F)F